C(OC[C@@](C#C[Si](C)(C)C)(CC)O)([2H])([2H])[2H] |o1:3| rel-(S)-3-((methoxy-d3)methyl)-1-(trimethylsilyl)pent-1-yn-3-ol